NC[C@@H]1NCC[C@@H](C1)C1=C(C=CC(=C1Cl)Cl)O |o1:2,6| ((2R,4S)-rel-2-(aminomethyl)piperidin-4-yl)-3,4-dichlorophenol